1,3-Dimethoxy-5-propyl-benzene COC1=CC(=CC(=C1)CCC)OC